(2,2,2-trifluoroethyl)pteridine FC(CC1=NC2=NC=CN=C2C=N1)(F)F